(S)-4-(dimethylamino)-N-(4-(3-((4-(2-phenylpyrazolo[1,5-a]pyridin-3-yl)pyrimidin-2-yl)amino)piperidine-1-carbonyl)phenyl)butanamide CN(CCCC(=O)NC1=CC=C(C=C1)C(=O)N1C[C@H](CCC1)NC1=NC=CC(=N1)C=1C(=NN2C1C=CC=C2)C2=CC=CC=C2)C